4-(5-methylthiophene-2-yl)-4-oxobutyric acid methyl ester COC(CCC(=O)C=1SC(=CC1)C)=O